C1(=C(C=CC=C1)NC(CCCC)=O)C N-(o-tolyl)valeramide